2-Chloroisopentane ClC(C)C(C)C